tert-butyl 6-[5-(trifluoromethyl)pyridin-3-yl]-2,6-diazaspiro[3.5]nonane-2-carboxylate FC(C=1C=C(C=NC1)N1CC2(CN(C2)C(=O)OC(C)(C)C)CCC1)(F)F